Methylenebis(naphthalene-1,2-diyl) bis(trifluoromethanesulfonate) FC(S(=O)(=O)OC1=C(C2=CC=CC=C2C=C1)CC1=C(C=CC2=CC=CC=C12)OS(=O)(=O)C(F)(F)F)(F)F